6-(6-amino-2-fluoro-5-(1-oxo-1,2,3,4-tetrahydroisoquinolin-6-yl)pyridin-3-yl)spiro[chromane-2,4'-piperidin]-4-one NC1=C(C=C(C(=N1)F)C=1C=C2C(CC3(CCNCC3)OC2=CC1)=O)C=1C=C2CCNC(C2=CC1)=O